3-(2-methyl-1,3-dioxolan-2-yl)benzyl chloride CC1(OCCO1)C=1C=C(CCl)C=CC1